2-methyl-1-phenyl-1-propanone CC(C(=O)C1=CC=CC=C1)C